3,4-dimethoxy-1,1'-biphenyl COC=1C=C(C=CC1OC)C1=CC=CC=C1